1-(2-((2,2-difluorobenzo[d][1,3]dioxol-5-yl)amino)-5-methylpyrimidin-4-yl)-N-(1-(3-chlorophenyl)-2-hydroxyethyl)-1H-pyrrole-3-carboxamide FC1(OC2=C(O1)C=CC(=C2)NC2=NC=C(C(=N2)N2C=C(C=C2)C(=O)NC(CO)C2=CC(=CC=C2)Cl)C)F